BrC=1C(=CC(=C(C1)CC(=O)O)[N+](=O)[O-])Cl (5-bromo-4-chloro-2-nitrophenyl)acetic acid